C(C)OC1=CC=C(OCC(=O)N(C2CSCC2)C2=NC=CC=C2)C=C1 2-(4-ethoxyphenoxy)-N-(2-pyridyl)-N-tetrahydro-thiophen-3-yl-acetamide